6-bromo-8-chloro-N,N-bis[(4-methoxyphenyl)methyl]Isoquinolin-3-amine BrC=1C=C2C=C(N=CC2=C(C1)Cl)N(CC1=CC=C(C=C1)OC)CC1=CC=C(C=C1)OC